CCCCCCCCCCCC\C=C/CCCCCC (Z)-icos-13-en